tert-butyl 7-((5-(1-(2-((tert-butyldimethylsilyl)oxy)ethyl)-2-methyl-1H-benzo[d]imidazol-6-yl)-4-methoxypyrrolo[2,1-f][1,2,4]triazin-2-yl)amino)-2-azaspiro[3.5]nonane-2-carboxylate [Si](C)(C)(C(C)(C)C)OCCN1C(=NC2=C1C=C(C=C2)C=2C=CN1N=C(N=C(C12)OC)NC1CCC2(CN(C2)C(=O)OC(C)(C)C)CC1)C